C(C)(=O)N[C@@H](CCCN)C(=O)O N-Acetyl-ornithine